N-(3-fluoro-2-methyl-5-(3-(1-(morpholine-4-carbonyl)azetidin-3-yl)-1,2,4-oxadiazol-5-yl)phenyl)imidazo[1,2-a]pyridine-3-carboxamide FC=1C(=C(C=C(C1)C1=NC(=NO1)C1CN(C1)C(=O)N1CCOCC1)NC(=O)C1=CN=C2N1C=CC=C2)C